OCCOC(C1=CC=C(C(=O)OCCO)C=C1)=O terephthalic acid bis(beta-hydroxyethyl) ester